ClC1=CC(=C2C=NN(C(C2=C1)=O)CC1=CC=C(C=C1)OC)C(C)O 7-chloro-5-(1-hydroxyethyl)-2-(4-methoxybenzyl)phthalazin-1(2H)-one